(3,5-difluoropyridin-2-yl)ethylamine FC=1C(=NC=C(C1)F)CCN